P(O)(=O)(OP(=O)(O)OP(=O)(O)O)OC[C@@H]1[C@H](C[C@@H](O1)N1C(=O)NC(=O)C(=C1)C#CC)O 5-propynyl-2'-deoxyuridine-5'-triphosphate